FC(C)(F)C1(CC1)C#CC1=C2CCCN(C2=CC=C1)C1=NC=2N(C3=CC=C(C(=C13)F)F)C(=NN2)C (5-((1-(1,1-difluoroethyl)cyclopropyl)ethynyl)-3,4-dihydroquinoline-1(2H)-Yl)-6,7-difluoro-1-methyl-[1,2,4]Triazolo[4,3-a]Quinazoline